4-iodo-1,2-epoxybutane ICCC1CO1